NC([C@H](C[C@H]1C(NCC1)=O)NC([C@H](CC1CC1)NC([C@H](CC1=CC=CC2=CC=CC=C12)NC(OCC1=CC=CC=C1)=O)=O)=O)=O benzyl N-[(1S)-2-[[(1S)-2-[[(1S)-2-amino-2-oxo-1-[[(3S)-2-oxopyrrolidin-3-yl]methyl]ethyl]amino]-1-(cyclopropylmethyl)-2-oxo-ethyl]amino]-1-(1-naphthylmethyl)-2-oxo-ethyl]carbamate